5-isopropyl-N-(2-(1-methyl-1H-pyrazol-4-yl)pyrimidin-4-yl)-8-((2S,3R)-2-methyl-3-((methylsulfonyl)methyl)azetidin-1-yl)isoquinolin-3-amine C(C)(C)C1=C2C=C(N=CC2=C(C=C1)N1[C@H]([C@@H](C1)CS(=O)(=O)C)C)NC1=NC(=NC=C1)C=1C=NN(C1)C